OC[C@H]1O[C@H]([C@@]2(CCO2)[C@@H]1O)N1C=C(C2=C1N=CN=C2C)C2=NC=CC=N2 (4R,5R,7R,8R)-7-(hydroxymethyl)-5-(4-methyl-5-(pyrimidin-2-yl)-7H-pyrrolo[2,3-d]pyrimidin-7-yl)-1,6-dioxaspiro[3.4]octane-8-ol